Ethyl 2-methyl-2-(4-((5-oxo-4-(4-(trifluoromethoxy)phenyl)-4,5-dihydro-1H-1,2,4-triazol-1-yl)meth-yl)-2-(trifluoromethyl)phenoxy)-propionate CC(C(=O)OCC)(C)OC1=C(C=C(C=C1)CN1N=CN(C1=O)C1=CC=C(C=C1)OC(F)(F)F)C(F)(F)F